3-(3-(Cyclobutyl(4-methyl-4H-1,2,4-triazol-3-yl)methyl)phenyl)-6-((isobutylamino)methyl)-8-(trifluoromethyl)quinazolin-4(3H)-one C1(CCC1)C(C=1C=C(C=CC1)N1C=NC2=C(C=C(C=C2C1=O)CNCC(C)C)C(F)(F)F)C1=NN=CN1C